BrC1=CC=C2C=NC(=NC2=C1)N 7-Bromo-2-aminoquinazoline